ClC=1SC(=CC1Cl)S(=O)(=O)N 2,3-dichlorothiophene-5-sulfonamide